N1=CC(=CC=C1)C(CC(=O)N)C1(CC1)C(F)(F)F 3-(pyridin-3-yl)-3-(1-(trifluoromethyl)cyclopropyl)propanamide